[13CH](C=C)=O prop-2-en-1-one-13C